(3R,4R)-1-(1-(4-Chloro-3-fluorobenzyl)-5,6-difluoro-1H-benzimidazol-2-yl)-4-fluoro-3-piperidinamin ClC1=C(C=C(CN2C(=NC3=C2C=C(C(=C3)F)F)N3C[C@H]([C@@H](CC3)F)N)C=C1)F